ClC=1C=C(C=CC1)[C@@H]1[C@H](C1)C(=O)NC1=NSC(=N1)NCC=1N=C2N(C=C(C=C2)C2CC2)C1 (1S,2S)-2-(3-chlorophenyl)-N-(5-(((6-cyclopropylimidazo[1,2-a]pyridin-2-yl)methyl)amino)-1,2,4-thiadiazol-3-yl)cyclopropane-1-carboxamide